FC1=CC=C2C[C@H](N(CC2=C1)C(=O)OC(C)(C)C)C(=O)OC (S)-2-tert-butyl 3-methyl 7-fluoro-3,4-dihydroisoquinoline-2,3(1H)-dicarboxylate